(4-chlorophenyl)(fluoromethyl)(2,3,4,5-tetramethylphenyl)sulfonium ClC1=CC=C(C=C1)[S+](C1=C(C(=C(C(=C1)C)C)C)C)CF